BrC1=CC=C(C=C1)C1(OC(OC1)=O)C=C 4-(4-bromo-phenyl)-4-vinyl-1,3-dioxolanone